C(=O)(O)C=1C=C(C=CC1C(=O)O)C=1C=C(C(C(=O)O)=CC1OC1=CC=C(C=C1)C1=CC=C(C=C1)C=CC(C1=CC=CC=C1)=O)C(=O)O 4-(3,4-Dicarboxyphenyl)-5-[4-[4-(3-oxo-3-phenylprop-1-enyl)phenyl]phenoxy]phthalic acid